N-[(6-Amino-2-pyridyl)sulfonyl]-5-(1,1,4,4,7-pentamethyltetralin-6-yl)-2-(2,2,4-trimethylpyrrolidin-1-yl)pyridin-3-carboxamid NC1=CC=CC(=N1)S(=O)(=O)NC(=O)C=1C(=NC=C(C1)C=1C=C2C(CCC(C2=CC1C)(C)C)(C)C)N1C(CC(C1)C)(C)C